CC1=NC=C(C=N1)C1=CC=C(N1)O 5-(2-methylpyrimidin-5-yl)-1H-pyrrolol